C(C1=CC=CC=C1)C1=C(C(NC2=CC=C(C=C12)Cl)=O)C1=NNC(C1)C1=CC=C(C=C1)C1=CC2=CN(N=C2C=C1)CC 4-benzyl-6-chloro-3-[5-[4-(2-ethylindazol-5-yl)phenyl]-4,5-dihydro-1H-pyrazol-3-yl]-1H-quinolin-2-one